C(C1=CC=CC=C1)C1=C(SC=2N3C(C(OCC21)C)=NN=C3C)Br 3-benzyl-2-bromo-6,9-dimethyl-4H,6H-thieno[2,3-e][1,2,4]triazolo[3,4-c][1,4]oxazepine